C1C(CCC2CC(CCC12)C(=O)OC1=CC=C(C=C1)N)C(=O)OC1=CC=C(C=C1)N bis(4-aminophenyl) decahydronaphthalene-2,6-dicarboxylate